O=C1NC(CCC1N1C(C2=CC(=C(C=C2C1=O)F)N1CC(N(C(C1)C)CC1CCN(CC1)C1=CC=C(C=C1)C(=C(CC)C1=CC=CC=C1)C1=CC=C(C=C1)O)C)=O)=O 2-(2,6-dioxopiperidin-3-yl)-5-fluoro-6-(4-((1-(4-(1-(4-hydroxyphenyl)-2-phenylbut-1-en-1-yl)phenyl)piperidin-4-yl)methyl)-3,5-dimethylpiperazin-1-yl)isoindoline-1,3-dione